C(C)N(CCC1=CNC2=CC=C(C=C12)OC(CC)=O)CC propionic acid 3-(2-(diethylamino) ethyl)-1H-indol-5-yl ester